ClC1=C(C=C(C=C1)F)[C@@H]1C=2N(CC(N1)=O)C(=NC2NC(=O)C2=NSC1=C2C=C(C=C1F)F)C(NC)=O (R)-N-(8-(2-chloro-5-fluorophenyl)-3-(methylcarbamoyl)-6-oxo-5,6,7,8-tetrahydroimidazo[1,5-a]pyrazin-1-yl)-5,7-difluorobenzo[d]isothiazole-3-carboxamide